OC=1C(C2=CC=CC=C2C(C1)=O)=O L-2-hydroxy-1,4-naphthoquinone